C(C)C1=C(OC=2C=CC(=C(C(=O)N)C2)C2CN(C(C2)=O)CC2=NC(=CC=C2)C)C=CC=C1 5-(2-ethylphenoxy)-2-(1-((6-methylpyridin-2-yl)methyl)-5-oxopyrrolidin-3-yl)benzamide